3-(3-(tert-butylsulfanyl)-1-(cyclobutylmethyl)-6-isopropyl-1H-indol-2-yl)-2,2-dimethylpropanoic acid C(C)(C)(C)SC1=C(N(C2=CC(=CC=C12)C(C)C)CC1CCC1)CC(C(=O)O)(C)C